OC[C@H]1N(C\C(\C1)=N/OC)C(=O)C1=CC(=C(C=C1)C1=C(C(=CC=C1)C#N)C)OC (S,Z)-4'-(2-(Hydroxymethyl)-4-(methoxyimino)pyrrolidine-1-carbonyl)-2'-methoxy-2-methyl-[1,1'-biphenyl]-3-carbonitrile